N-(4-fluoro-3-methylphenyl)-1,2,4-trimethyl-5-(2-((1-methyl-1H-pyrazol-3-yl)amino)-2-oxoacetyl)-1H-pyrrole-3-carboxamide FC1=C(C=C(C=C1)NC(=O)C1=C(N(C(=C1C)C(C(=O)NC1=NN(C=C1)C)=O)C)C)C